benzyl (S)-(2-decanamido-3-(hexylamino)-3-oxopropyl)carbamate C(CCCCCCCCC)(=O)N[C@@H](CNC(OCC1=CC=CC=C1)=O)C(=O)NCCCCCC